[Fe](=S)=S.[Li] lithium iron disulphide